NC1(CCN(CC1)C[C@H](NC([C@H](NC([C@H](NC(CNCC(CC)C1=CC=CC=C1)=O)CC1=CC=CC=C1)=O)CC(C)C)=O)CCCCN)C(=O)O 4-amino-1-((2R,5R,8R)-2-(4-aminobutyl)-8-benzyl-5-isobutyl-4,7,10-trioxo-14-phenyl-3,6,9,12-tetraazahexadeca-1-yl)piperidine-4-carboxylic acid